FC1=C(NCCCCC(=O)O)C(=CC(=C1)C1=NC(=CC=C1)SC(C)C)F 5-[2,6-difluoro-4-(6-isopropylthio-2-pyridinyl)anilino]Valeric acid